NC/C=C/CN1C(=NC2=C1C(=CC(=C2)C(=O)N)OC)NC(=O)C2=CC(=NN2CC)C (E)-1-(4-Aminobut-2-en-1-yl)-2-(1-ethyl-3-methyl-1H-pyrazole-5-carboxamido)-7-methoxy-1H-benzo[d]imidazole-5-carboxamide